tert-butyl (S)-8-(4-(benzyloxy)-4-oxobutoxy)-1-((1,3-dioxoisoindolin-2-yl)methyl)-3,4-dihydroisoquinoline-2(1H)-carboxylate C(C1=CC=CC=C1)OC(CCCOC=1C=CC=C2CCN([C@@H](C12)CN1C(C2=CC=CC=C2C1=O)=O)C(=O)OC(C)(C)C)=O